CS(=O)(=O)OC1CNC2=CC=C3C(=C2C1)C=C(N3C(=O)[O-])C(=O)[O-] 8-((methylsulfonyl)oxy)-6,7,8,9-tetrahydro-3H-pyrrolo[3,2-f]quinoline-2,3-dicarboxylate